2-[2,3-dichloro-6-(methoxymethoxy)phenyl]-4-oxopyrrolidine-1-carboxylate ClC1=C(C(=CC=C1Cl)OCOC)C1N(CC(C1)=O)C(=O)[O-]